2,6-di-n-octylphenol C(CCCCCCC)C1=C(C(=CC=C1)CCCCCCCC)O